2-[4-[6-(difluoromethyl)-3,5-dioxo-1,2,4-triazin-2-yl]-2,6-dimethyl-phenoxy]-5-hydroxy-N-(3-hydroxycyclobutyl)pyridine-4-sulfonamide FC(C=1C(NC(N(N1)C1=CC(=C(OC2=NC=C(C(=C2)S(=O)(=O)NC2CC(C2)O)O)C(=C1)C)C)=O)=O)F